4-methyl-oxazole-5-carboxylic acid ethyl ester C(C)OC(=O)C1=C(N=CO1)C